C(C)C(CC(CC)C)NC1=CC=C(C=C1)NC(CC(CC)C)CC bis(1-ethyl-3-methylpentyl)-p-phenylenediamine